ClC1=CC=C2C(NC(=NC2=C1)NC1=CC(=CC=C1)F)=O 7-chloro-2-((3-fluorophenyl)amino)quinazoline-4(3H)-one